N-dodecylquinoline-5-carboxamide C(CCCCCCCCCCC)NC(=O)C=1C=2C=CC=NC2C=CC1